1-(1-methyl-2-oxabicyclo[3.1.1]heptane-5-carbonyl)piperidin CC12OCCC(C1)(C2)C(=O)N2CCCCC2